4-((4-(1-isopropyl-1H-pyrazol-4-yl)-2-isopropoxyphenyl)amino)-N-methylpyridazine-3-carboxamide C(C)(C)N1N=CC(=C1)C1=CC(=C(C=C1)NC1=C(N=NC=C1)C(=O)NC)OC(C)C